O1C(C1)COC1=CC=C(C=C1)N=NC1=CC=CC=C1 1-(4-(oxiran-2-ylmethoxy)phenyl)-2-phenyl-diazene